ClC(OC1=CC=C(C=C1)NC(=O)C=1C=C2CCN(C2=C(C1)C1=CC=NN1)C)(F)F N-(4-(chlorodifluoromethoxy)phenyl)-1-methyl-7-(1H-pyrazol-5-yl)indoline-5-carboxamide